[Ti].[Si].[Fe].C[C@H]1CN(CCN1C)C1=C(C=C(C(=C1)F)[Sn](CCCC)(CCCC)CCCC)NC(C1=CN=C(C=C1C(F)(F)F)OCC[Si](C)(C)C)=O (S)-N-(2-(3,4-dimethylpiperazin-1-yl)-4-fluoro-5-(tributylstannyl)phenyl)-4-(trifluoromethyl)-6-(2-(trimethylsilyl)ethoxy)nicotinamide iron-silicon-titanium